SCCC(=O)OCCOCCOC(CCS)=O diethyleneglycol bis(3-mercaptopropionate)